5-((5-(3,4-difluorophenyl)pyridin-3-yl)oxy)-2-((1-(2-hydroxy-2-methylpropanoyl)piperidin-4-yl)amino)nicotinonitrile FC=1C=C(C=CC1F)C=1C=C(C=NC1)OC=1C=NC(=C(C#N)C1)NC1CCN(CC1)C(C(C)(C)O)=O